C(C1=CC=CC=C1)OC=1C=C2C(=C(N(C2=CC1)CC1=CC=C(CCNC2CC2)C=C1)C1=CC=C(C=C1)OC)C N-(4-((5-(benzyloxy)-2-(4-methoxyphenyl)-3-methyl-1H-indol-1-yl)methyl)phenethyl)cyclopropanamine